N-(4-(4-cyanophenoxy)cyclohexyl)-5-(4-fluorophenoxy)-2,2-dimethylpentanamide C(#N)C1=CC=C(OC2CCC(CC2)NC(C(CCCOC2=CC=C(C=C2)F)(C)C)=O)C=C1